(S)-N-(2-cyclopropyl-4-methyl-5-oxo-5,6,7,8-tetrahydro-4H-pyrazolo[1,5-a][1,3]diazepin-6-yl)-1-(2,3-dichlorobenzyl)-1H-1,2,4-triazole-3-carboxamide C1(CC1)C1=NN2C(N(C([C@H](CC2)NC(=O)C2=NN(C=N2)CC2=C(C(=CC=C2)Cl)Cl)=O)C)=C1